FC1=CC=C(C=C1)C(N1CC(N(CC1C1CC1)C1=CC(N(C=2C=CC(=NC12)C#N)C)=O)C1CC1)C1=CC=C(C=C1)F 8-(4-(bis(4-fluorophenyl)methyl)-2,5-dicyclopropylpiperazin-1-yl)-5-methyl-6-oxo-5,6-dihydro-1,5-naphthyridine-2-carbonitrile